FC=1C=C(C=CC1CCN[C@@H]([C@H]1CNC2=CC=CN=C2C1)C1=CC=CC=C1)[C@H](C(=O)O)C |&1:27| (R and S)-2-(3-fluoro-4-(2-(((S)-phenyl((R)-1,2,3,4-tetrahydro-1,5-naphthyridin-3-yl)methyl)amino)ethyl)phenyl)propanoic acid